C(C)(=O)NC1=NC2=CC=CC=C2C=C1 N-acetylquinolin-2-amine